FC1=C2CC[C@@]3(C(N(C(O3)=O)CC(=O)N3[C@H](CC[C@H]3C3=CC(=C(C(=C3)F)F)F)C)=O)C2=CC=C1NC(=O)NC 1-((S)-4-fluoro-3'-(2-((2S,5S)-2-methyl-5-(3,4,5-trifluorophenyl)pyrrolidin-1-yl)-2-oxoethyl)-2',4'-dioxo-2,3-dihydrospiro[indene-1,5'-oxazolidine]-5-yl)-3-methylurea